N-(3-(5-(2-aminopyrimidin-4-yl)-2-(tert-butyl)thiazol-4-yl)-5-chloro-2-fluorophenyl)propane-1-sulfonamide NC1=NC=CC(=N1)C1=C(N=C(S1)C(C)(C)C)C=1C(=C(C=C(C1)Cl)NS(=O)(=O)CCC)F